C(#N)C=1C=C2C(=NC1)N(N=C2)C2=NC=C(C(=O)N)C(=C2)N[C@H](C)C#N (R)-6-(5-cyano-1H-pyrazolo[3,4-b]pyridin-1-yl)-4-((1-cyanoethyl)amino)nicotinamide